COC(CCC1=CCC(CC1=C)CC(C)C)OC 1-(3,3-Dimethoxypropyl)-4-isobutyl-6-methylene-cyclohexene